FC1=C(C2=C(NC(N(S2(=O)=O)CC(=O)N[C@@H](C)C2=C(C=C(C=C2)F)F)=O)C=C1)F 2-(7,8-difluoro-1,1,3-trioxo-4H-1lambda6,2,4-benzothiadiazin-2-yl)-N-[(1S)-1-(2,4-difluorophenyl)ethyl]acetamide